methyl (S)-1-(1-(4-(2-methoxypyrimidin-4-yl) phenyl) ethyl)-4-(propan-1-yn-1-yl)-1H-indazole-7-carboxylate COC1=NC=CC(=N1)C1=CC=C(C=C1)[C@H](C)N1N=CC2=C(C=CC(=C12)C(=O)OC)C#CC